C(C)(C)(C)C1=C(C=C(C=C1)C)O 2-tert-butyl-5-methyl-phenol